O[C@@H]1[C@@H](COC2=C1C=CC=C2)C(C(=O)N)C ((cis)-4-hydroxy-3,4-dihydro-2H-1-benzopyran-3-yl)propanamide